C(C)(C)(C)C1=CC=C(C=C1)NC(C(=O)N1CCCC1)(C)C 2-((4-(tert-butyl)phenyl)amino)-2-methyl-1-(pyrrolidin-1-yl)propan-1-one